Kalium-Vanadium [V].[K]